C(C)(C)(C)OC(=O)N1CC(CCC1)N1CC(C1)N1N=CC(=C1C)Br tert-Butyl-3-[3-(4-bromo-5-methylpyrazol-1-yl)azetidin-1-yl]piperidine-1-carboxylate